[Cl-].C1(CCCCC1)C(OC(C(=O)OC1CC2CCC(C1)[N+]21CCCC1)(C1=CC=CC=C1)C1=CC=CC=C1)OC(CCCCCCCCCCCCCCC)=O 3-(2-(cyclohexyl(palmitoyloxy)methoxy)-2,2-diphenylacetoxy)spiro[bicyclo[3.2.1]octane-8,1'-pyrrolidin]-1'-ium chloride